5,8,9-trimethyldibenzo[c,e][1,2]thiazine-5-oxide CS1(NC2=C(C3=C1C=CC=C3)C=C(C(=C2)C)C)=O